C(C(=C)C)(=O)OCC(C(C)C(F)(F)F)CCCCC 3-(methacryloyloxymethyl)-2-trifluoromethyloctane